(3-fluoroquinolin-5-yl)methanol FC=1C=NC2=CC=CC(=C2C1)CO